tert-butyl ((2R,3S)-6-azido-3-((1,3-dioxoisoindolin-2-yl)methyl)-5-hydroxyhexan-2-yl)carbamate N(=[N+]=[N-])CC(C[C@H]([C@@H](C)NC(OC(C)(C)C)=O)CN1C(C2=CC=CC=C2C1=O)=O)O